3-[5-Chloro-2-(propan-2-yl)thiophen-3-yl]-1-[(1-methyl-1H-pyrazol-4-yl)[(3S)-1-methylpiperidin-3-yl]sulfamoyl]urea ClC1=CC(=C(S1)C(C)C)NC(NS(N([C@@H]1CN(CCC1)C)C=1C=NN(C1)C)(=O)=O)=O